(1R,6S,7S)-3-azabicyclo[4.1.0]heptane-7-carboxylic acid [C@H]12CNCC[C@@H]2[C@@H]1C(=O)O